(2S,3S)-3-((6-(5-carbamoylfuran-2-yl)-2-(2-chloro-5H-pyrrolo[2,3-b]pyrazin-7-yl)pyrimidin-4-yl)amino)bicyclo[2.2.2]octane-2-carboxylic acid C(N)(=O)C1=CC=C(O1)C1=CC(=NC(=N1)C1=CNC2=NC=C(N=C21)Cl)N[C@@H]2[C@H](C1CCC2CC1)C(=O)O